CC(CN1CCCCC1)(C)NC 2-methyl-2-methylaminopropyl-piperidine